Quinoline-3-carboxylic acid tert-butyl ester C(C)(C)(C)OC(=O)C=1C=NC2=CC=CC=C2C1